O=C1NC(CCC1N1C(C2=CC=CC(=C2C1=O)NC(CCC=1N=NN(C1)CC(=O)NC1=C2C(N(C(C2=CC=C1)=O)C1C(NC(CC1)=O)=O)=O)=O)=O)=O N-(2-(2,6-dioxopiperidin-3-yl)-1,3-dioxoisoindolin-4-yl)-3-(1-(2-((2-(2,6-dioxopiperidin-3-yl)-1,3-dioxoisoindolin-4-yl)amino)-2-oxoethyl)-1H-1,2,3-triazol-4-yl)propanamide